6-(2,6-Dichloro-4-nitrophenoxy)-2-(cyclopropylmethyl)-3,4-dihydroisoquinolin-1(2H)-one ClC1=C(OC=2C=C3CCN(C(C3=CC2)=O)CC2CC2)C(=CC(=C1)[N+](=O)[O-])Cl